tert-Butyl 6-oxo-3,5-dihydro-1H-pyrrolo[3,4-c]pyridine-2-carboxylate O=C1C=C2C(=CN1)CN(C2)C(=O)OC(C)(C)C